di-isobutylketone C(C(C)C)C(=O)CC(C)C